C(C)(C)(C)C1=CC=C(C=C1)NCC1CCC(CC1)NC(OC(C)(C)C)=O tert-butyl ((1r,4r)-4-(((4-(tert-butyl)phenyl)amino)methyl)cyclohexyl)carbamate